4-((1R,3S)-3-hydroxycyclohexylamino)-2-((1r,4R)-4-(pyrrolidin-1-yl)cyclohexylamino)pyrimidine-5-carboxamide O[C@@H]1C[C@@H](CCC1)NC1=NC(=NC=C1C(=O)N)NC1CCC(CC1)N1CCCC1